C(C)(C)(C)OC(=O)N1[C@@H](CN([C@H](C1)C)C1=NC=CC2=C1C(=CN2C2=NC=CC(=C2)C#N)C=O)C.FC(C2=CC=C(C=C2)N=C2SC=C(N2)C2=CC=C(C=C2)F)(F)F 2-(4-trifluoromethylphenyl-imino)-4-(4-fluorophenyl)thiazole tert-butyl-(2R,5S)-4-(1-(4-cyanopyridin-2-yl)-3-formyl-1H-pyrrolo[3,2-c]pyridin-4-yl)-2,5-dimethylpiperazine-1-carboxylate